FC1=C(C=CC(=C1)F)C(CN1CCC(CC1)CS(=O)(=O)[O-])(CN1N=CN=C1)O 1-(2-(2,4-difluorophenyl)-2-hydroxy-3-(1H-1,2,4-triazol-1-yl)propyl)piperidin-4-ylmethanesulfonate